mono-isopropoxylpropoxytris(ethoxyacetoacetyl)zirconium O(C(C)C)CCCO[Zr](C(CC(=O)COCC)=O)(C(CC(=O)COCC)=O)C(CC(=O)COCC)=O